Oxazolo(3,4-c)oxazole C1C=2N(CO1)COC2